Dimethyl-3-((6-(2-methylpyridin-4-yl)-1-(tetrahydro-2H-pyran-4-yl)-1H-indazol-5-yl)amino)phthalate COC(C=1C(C(=O)OC)=C(C=CC1)NC=1C=C2C=NN(C2=CC1C1=CC(=NC=C1)C)C1CCOCC1)=O